2-(2-((4-methoxybenzylidene)hydrazineylidene)-5-oxoimidazolidine-4-yl)acetic acid COC1=CC=C(C=NN=C2NC(C(N2)CC(=O)O)=O)C=C1